(3-((cyclopropylmethyl)thio)pyridin-2-yl)methylamine C1(CC1)CSC=1C(=NC=CC1)CN